7-aminobenzofuro[3,2-b]pyridine-6-carboxamide NC1=C(C2=C(C=C1)C1=NC=CC=C1O2)C(=O)N